BrC=1C=C(C=CC1)N1N=NC=C1 1-(3-bromophenyl)-1H-triazole